[I-].C(C)(C)(C)OC(=O)NCC1=[N+](C2=C(N1CC)C=C(C=C2)F)C 2-({[(tert-butoxy)carbonyl]Amino}methyl)-1-ethyl-6-fluoro-3-methyl-1H-1,3-benzodiazol-3-ium iodide